C(CCC(C)C)(=O)OC Methyl isohexanoate